C(C)(C)C1=C(C=CC=C1)C1(CCNCC1)C(=O)O 4-(2-isopropylphenyl)piperidine-4-carboxylic acid